CC1(OB(OC1(C)C)\C=C\C1=CC=CC=C1)C 4,4,5,5-tetramethyl-2-[(E)-2-phenylethenyl]-1,3,2-dioxaborolane